Benzyl (S)-2-(((benzyloxy)carbonyl)amino)-4-((1-trityl-1H-imidazol-2-yl)amino)butanoate C(C1=CC=CC=C1)OC(=O)N[C@H](C(=O)OCC1=CC=CC=C1)CCNC=1N(C=CN1)C(C1=CC=CC=C1)(C1=CC=CC=C1)C1=CC=CC=C1